C1(=CC=CC=C1)N(C(=O)N(C1=CC=CC=C1)C1=CC=CC=C1)C1=CC=CC=C1 N,N,N',N'-tetraphenylurea